[Cl-].C(C1=CC=CC=C1)[N+](CCCCCCCCCCCCCC)(C)C benzyldimethyl-(tetradecyl)ammonium chloride